ClC1=CC=C(C(=N1)N)C(F)(F)F 6-Chloro-3-(trifluoromethyl)pyridin-2-amine